C(#N)[C@]1(COCC1)C1=C(C=C(C=C1)C(C(=O)OCC)(C)C)F |r| (±)-ethyl 2-(4-(3-cyanotetrahydrofuran-3-yl)-3-fluorophenyl)-2-methylpropanoate